N-(4-chloro-1-((6-(trifluoromethyl)pyridin-3-yl)methyl)-1H-indazol-3-yl)pyridazine-3-carboxamide ClC1=C2C(=NN(C2=CC=C1)CC=1C=NC(=CC1)C(F)(F)F)NC(=O)C=1N=NC=CC1